CC1=C(C=C(C=C1)[C@@H]1O[C@@H]([C@H]([C@@H]([C@H]1OCC1=CC=CC=C1)OCC1=CC=CC=C1)OCC1=CC=CC=C1)CC)CC1=CC=C(C=C1)CCCCO 4-[4-[[2-Methyl-5-[(2S,3S,4S,5R,6R)-3,4,5-tribenzyloxy-6-ethyl-tetrahydropyran-2-yl]phenyl]methyl]phenyl]butane-1-ol